C(=CC1=CC=CC=C1)S(=O)(=O)[O-].C(C=C)(=O)O.[Na+] sodium acrylate styrenesulfonate